C(=O)=C(CC(=O)N)C=1OC2=C(C1)C=CC=C2 3-carbonyl-3-(benzofuran-2-yl)propionamide